(4-(4-methoxy-2-nitrophenyl)pyridin-2-yl)-3-(p-tolyl)propanamide butyl-(5-hydroxy-3,4,6-trimethylpyridin-2-yl)carbamate C(CCC)N(C(O)=O)C1=NC(=C(C(=C1C)C)O)C.COC1=CC(=C(C=C1)C1=CC(=NC=C1)C(C(=O)N)CC1=CC=C(C=C1)C)[N+](=O)[O-]